BrC1=CC=CC=2N=C(SC21)C2=CC=CC=C2 7-bromo-2-phenyl-1,3-benzthiazole